C(CCCCC(=O)[NH-])(=O)[NH-] adipoyl-diamide